methyl 2-bromo-4-methyl-5-[[(1S)-1-(2-pyrimidin-2-yl-1,2,4-triazol-3-yl)ethyl]carbamoylamino]benzoate BrC1=C(C(=O)OC)C=C(C(=C1)C)NC(N[C@@H](C)C=1N(N=CN1)C1=NC=CC=N1)=O